FC=1C=C(C=CC1)[C@@H]1N(OCC1)C1=CC(=NC=N1)NC=1C(=CC(=C(C1)NC(C=C)=O)N1CCOCC1)OC N-(5-((6-((R)-3-(3-fluorophenyl)isoxazolidine-2-yl)pyrimidine-4-yl)amino)-4-methoxy-2-morpholinophenyl)acrylamide